C(=O)C1(CC1)C(=O)OC methyl 1-formylcyclopropane-1-carboxylate